N1=CC=C(C=C1)C=1N=NC(=NN1)C1=CC=NC=C1 3,6-di(pyridin-4-yl)-1,2,4,5-tetrazine